Methyl 7-bromo-3-(2-(((1S,3S)-3-((t-butyloxycarbonyl)amino)cyclopentyl)amino)-5-(trifluoromethyl)pyrimidin-4-yl)-1H-indole-6-carboxylate BrC=1C(=CC=C2C(=CNC12)C1=NC(=NC=C1C(F)(F)F)N[C@@H]1C[C@H](CC1)NC(=O)OC(C)(C)C)C(=O)OC